3,4-dihydroxyl-5-methoxybenzoic acid OC=1C=C(C(=O)O)C=C(C1O)OC